N-{[5-chloro-6-(5-fluoro-6-methoxy-3-pyridyl)-2-indolyl]methyl}acetamide ClC=1C=C2C=C(NC2=CC1C=1C=NC(=C(C1)F)OC)CNC(C)=O